1-Aza-3,7-dioxa-2,8-diheptyl-bicyclo[3.3.0]octan C(CCCCCC)C1N2C(OCC2CO1)CCCCCCC